C(C)(C)(C)OC(=O)N1CC(CC1)N1N=C(N=N1)C1=C(C=CC(=C1)S(=O)(=O)NC)NC1CCCCC1 3-(5-(2-(cyclohexylamino)-5-(N-methylaminosulfonyl)phenyl)-2H-tetrazol-2-yl)pyrrolidine-1-carboxylic acid tert-butyl ester